FC1=C(C=CC=C1F)CN1C(CCC1=O)CC(=O)NC1=NC=NN1C 2-[1-[(2,3-difluorophenyl)methyl]-5-oxopyrrolidin-2-yl]-N-(1-methyl-1H-1,2,4-triazol-5-yl)acetamide